OCC=1C=C(C=CC1)S(=O)(=O)N 3-(Hydroxymethyl)benzene-1-sulfonamide